(3S)-N-((1R,2R,4S)-7-cyano-7-azabicyclo[2.2.1]heptan-2-yl)-1-(4-methyl-2-pyridinyl)-3-pyrrolidinecarboxamide C(#N)N1[C@H]2[C@@H](C[C@@H]1CC2)NC(=O)[C@@H]2CN(CC2)C2=NC=CC(=C2)C